1-(trans-3-(aminomethyl)cyclobutyl)-3-cyclopropyl-N-(tetrahydro-2H-pyran-4-yl)-1H-pyrazol-4-ylamine NC[C@@H]1C[C@H](C1)N1N=C(C(=C1)NC1CCOCC1)C1CC1